2-(4-Chloro-3-hydroxy-1-methyl-1H-pyrazol-5-yl)-7-fluoro-4-isopropylquinolin ClC=1C(=NN(C1C1=NC2=CC(=CC=C2C(=C1)C(C)C)F)C)O